3-(5-(((1R,2R)-2-((cyclohexylmethyl)amino)cyclohexyl)amino)-1-oxoisoindolin-2-yl)piperidine-2,6-dione C1(CCCCC1)CN[C@H]1[C@@H](CCCC1)NC=1C=C2CN(C(C2=CC1)=O)C1C(NC(CC1)=O)=O